CC1=C(C=C(N=N1)C=1C(NC(NC1)=O)=O)C1C(C1)C(F)(F)F 5-(6-Methyl-5-(2-(trifluoromethyl)cyclopropyl)pyridazin-3-yl)pyrimidine-2,4(1H,3H)-dione